(Z)-(3-benzylthiazol-2(3H)-ylidene)carbamic acid ethyl ester C(C)OC(\N=C\1/SC=CN1CC1=CC=CC=C1)=O